CC1=CC=C(S1)C1=CC=C(C=C1)SC=1C=C(C(=CC1)N)N 4-((4-(5-methylthiophen-2-yl)phenyl)thio)benzene-1,2-diamine